3-(5-cyano-6-(methylsulfonyl)nicotinamido)propanoic acid C(#N)C=1C(=NC=C(C(=O)NCCC(=O)O)C1)S(=O)(=O)C